(methyl)(dimethoxy)silane C[SiH](OC)OC